C1=CC=C(C2=CC3=CC4=CC=CC=C4C=C3C=C12)S(=O)(=O)[O-] 4-naphthacenesulfonate